ClC1=CC=C(C=C1)N1N=CC2=C1C=1N(C(=C2O)C(=O)NCC(=O)OC)N=CN1 methyl (1-(4-chlorophenyl)-4-hydroxy-1H-pyrazolo[3,4-c][1,2,4]triazolo[1,5-a]pyridine-5-carbonyl)glycinate